C(CCCCCCCCCCCCCCCCCCCCC)(=O)OC[C@@H](OC(CCCCCCCCCCCCCCCCCCCCC)=O)COP(=O)([O-])OCC[N+](C)(C)C 1,2-di-docosanoyl-sn-glycero-3-phosphocholine